ClC1=C(C(=C(C(=C1)CCl)C)OC)OC chloro-5-(chloromethyl)-2,3-dimethoxy-4-methylbenzene